N-(8,9-difluoro-6-oxo-1,4,5,6-tetrahydro-2H-pyrano[3,4-c]isoquinolin-1-yl)-4-ethyl-6-fluoro-N-methyl-1H-indole-2-carboxamide FC=1C(=CC=2C3=C(NC(C2C1)=O)COCC3N(C(=O)C=3NC1=CC(=CC(=C1C3)CC)F)C)F